CN1C=C(C=2C1=CN=C(C2)NC(C)=O)C2=NC(=CC(=C2)OC2CCOCC2)S(=O)(=O)C N-(1-methyl-3-(6-(methylsulfonyl)-4-((tetrahydro-2H-pyran-4-yl)oxy)pyridin-2-yl)-1H-pyrrolo[2,3-c]pyridin-5-yl)acetamide